C(C)O[Si](CCSSSCC[Si](C)(C)OCC)(C)C bis(2-monoethoxydimethylsilylethyl) trisulfide